3,4-dimethoxybromobenzene COC1=C(C=C(C=C1)Br)OC